FC=1C=C(C#N)C=C(C1)OC1=C2C=3C(C(C(C3C=C1)(F)F)(F)F)(C(C2O)(F)F)O 3-fluoro-5-((1,1,2,2,3,3-hexafluoro-2a,4-dihydroxy-2,2a,3,4-tetrahydro-1H-cyclopenta[cd]inden-5-yl)oxy)benzonitrile